7-butyl 2-chloro-4-((1-(3,4,5-trimethoxyphenyl)-1H-imidazol-4-yl)amino)-5,6-dihydropyrido[3,4-d]pyrimidine-7(8H)-carboxylate ClC=1N=C(C2=C(N1)CN(CC2)C(=O)OCCCC)NC=2N=CN(C2)C2=CC(=C(C(=C2)OC)OC)OC